FC1=NN=C2N1C1=CC(=CC=C1C(=N2)N(C2=CC=CC=C2)C)OC fluoro-8-methoxy-N-methyl-N-phenyl-[1,2,4]triazolo[4,3-a]quinazolin-5-amine